FC(C(=O)O)(F)F.ClC1=C(C(=O)N2CCN(CC2)C(CN2CC(CC2)C(=O)O)=O)C=CC(=C1)NC=1C=2N(C=CN1)C(=CN2)C2=C(C(=C(C=C2)OCC#N)F)F 1-(2-(4-(2-chloro-4-((3-(4-(cyanomethoxy)-2,3-difluorophenyl)imidazo[1,2-a]pyrazin-8-yl)amino)benzoyl)piperazin-1-yl)-2-oxoethyl)pyrrolidine-3-carboxylic acid trifluoroacetate